bis((3s,5s,7s)-adamantan-1-yl)(butyl)-phosphine C12(CC3CC(CC(C1)C3)C2)P(CCCC)C23CC1CC(CC(C2)C1)C3